(4-cyanophenyl)-N-(2-(dimethylamino)ethyl)-5-(2-nitrophenyl)Azole-4-carboxamide C(#N)C1=CC=C(C=C1)C=1NC(=C(C1)C(=O)NCCN(C)C)C1=C(C=CC=C1)[N+](=O)[O-]